C(C(C)(C)C)(=O)OC(C(=O)OCC(C)C)(C)C Isobutyl α-pivaloyloxyisobutyrate